C(C)(C)(C)OC(=O)[C@@H]1N[C@H]([C@@]([C@H]1C1=CC=CC=C1)(C1=C(C=C(C=C1)Cl)F)CN)CC(C)(C)C (2R,3R,4S,5S)-4-(aminomethyl)-4-(4-chloro-2-fluorophenyl)-5-neopentyl-3-phenylpyrrolidine-2-carboxylic acid tert-butyl ester